ClC1=CC(=C(S1)NC(=O)C1CC1)C(=O)NC1C(NC(CC1)=O)=O 5-chloro-2-cyclopropaneamido-N-(2,6-dioxopiperidin-3-yl)thiophene-3-carboxamide